5-((4-methoxybenzyl)thio)-1-(2-((tetrahydro-2H-pyran-2-yl)oxy)ethyl)pyridin-2(1H)-one COC1=CC=C(CSC=2C=CC(N(C2)CCOC2OCCCC2)=O)C=C1